C(C)C=1C(NC=2C=C(C=NC2C1)CN1[C@@H](CN(CC1)C=1C=C(C(=NC1)C(=O)N)N)C)=O (R)-5-(4-((7-ethyl-6-oxo-5,6-dihydro-1,5-naphthyridin-3-yl)methyl)-3-methylpiperazin-1-yl)-aza-methylpyridineamide